2-(1-(tert-butoxycarbonyl)piperidin-3-yl)-4-(3-(3,5-dimethylphenyl)-5H-pyrrolo[2,3-b]pyrazin-5-yl)benzoic acid C(C)(C)(C)OC(=O)N1CC(CCC1)C1=C(C(=O)O)C=CC(=C1)N1C=CC=2C1=NC(=CN2)C2=CC(=CC(=C2)C)C